O=C/C=C/C(=O)O (E)-4-oxobut-2-enoic acid